CC1(OC[C@@H](O1)COC1=CC=C(C=C1)C#CC1=CC=C(C=C1)OC[C@@H]1OC1)C (S)-2,2-dimethyl-4-((4-((4-(((R)-oxiran-2-yl)methoxy)phenyl)ethynyl)phenoxy)methyl)-1,3-dioxolane